C[C@H]1C([C@H]1C)C1=CC=C2C(=N1)NN=C2N |r| 6-((1rs,2RS,3SR)-2,3-dimethylcyclopropyl)-1H-pyrazolo[3,4-b]pyridin-3-amine